CC(C(=O)OCC(=CBr)Br)C 2,3-dibromoprop-2-en-1-yl 2-methylpropionate